(S)-1-cyano-N-(4-(3-ethylphenyl)thiazol-2-yl)-N-methylpyrrolidine-2-carboxamide C(#N)N1[C@@H](CCC1)C(=O)N(C)C=1SC=C(N1)C1=CC(=CC=C1)CC